2-{5-[Methyl(piperidin-4-yl)amino][1,3]thiazolo[5,4-d][1,3]thiazol-2-yl}-5-(1H-1,2,3-triazol-1-yl)pyridin-3-ol CN(C=1SC2=C(N1)SC(=N2)C2=NC=C(C=C2O)N2N=NC=C2)C2CCNCC2